FC=1C=C(C=CC1)C1N2C(COC1)=NC1=C2N=C(C=C1)C=1C=NC(=NC1)N1CCC(CC1)O 1-(5-(9-(3-fluorophenyl)-8,9-dihydro-6H-pyrido[3',2':4,5]imidazo[2,1-c][1,4]oxazin-2-yl)pyrimidin-2-yl)piperidin-4-ol